{4-[(3S)-3-{[(1R)-1-(naphthalen-1-yl)ethyl]amino}tetrahydro-1H-pyrrol-1-yl]-2-methylphenyl}acetic acid C1(=CC=CC2=CC=CC=C12)[C@@H](C)N[C@@H]1CN(CC1)C1=CC(=C(C=C1)CC(=O)O)C